FC1(CC(CC1)CN1N=C(C(=C1C(=O)NC1=CC(=NC=C1)C(=O)N)C)C(F)(F)F)F 4-(1-((3,3-difluorocyclopentyl)methyl)-4-methyl-3-(trifluoromethyl)-1H-pyrazole-5-carboxamido)picolinamide